benzyl-ethyl methacrylate C(C(=C)C)(=O)OCCCC1=CC=CC=C1